ClC=1C(=C(C=CC1)NC1=NC=NC2=CC(=C(C=C12)OCC=1C=C2CN(C(C2=CC1F)=O)C1C(NC(CC1)=O)=O)OC)F 3-(5-(((4-((3-chloro-2-fluorophenyl)amino)-7-methoxyquinazolin-6-yl)oxy)methyl)-6-fluoro-1-oxoisoindolin-2-yl)piperidine-2,6-dione